NC1=C2N=CN(C2=NC(=N1)N/N=C/C1=CC(=C(C(=C1)OC)OC)OC)[C@@H]1O[C@@H]([C@H]([C@H]1O)O)CO (2R,3R,4S,5R)-2-{6-amino-2-{2-[(E)-3,4,5-trimethoxybenzylidene]hydrazino}-9H-purin-9-yl}-5-(hydroxymethyl)tetrahydrofuran-3,4-di-ol